tert-Butyl 2-amino-3-(4-bromobenzo[d]thiazol-2-yl)-4,5-dihydrothieno[2,3-c]pyridine-6(7H)-carboxylate NC1=C(C2=C(CN(CC2)C(=O)OC(C)(C)C)S1)C=1SC2=C(N1)C(=CC=C2)Br